3-ethylcyclohexane-1-ene C(C)C1C=CCCC1